C(C)N(CCOCCN(CC)CC)CC [β-diethylaminoethyl] ether